O=C1OC=2C(=NC=CC2)N1C1=CC=CC=C1 2-oxo-N-phenyl-3H-oxazolo[4,5-b]pyridine